C(C)(C)C1=C(C=C(C=C1)OC)N1/C(/SCC1=O)=N/C(=O)NC1=CC(=C(C=C1)C1=NN(C=N1)C1=CC=C(C=C1)OC(C(F)(F)F)(F)F)C (Z)-1-(3-(2-isopropyl-5-methoxyphenyl)-4-oxothiazolidin-2-ylidene)-3-(3-methyl-4-(1-(4-(perfluoroethoxy)phenyl)-1H-1,2,4-triazol-3-yl)phenyl)urea